C(#N)C1=CC=C(C=2CCCCC12)NC(C(C)(C)N1N=CC(=C1)C#CC1CN(C1)C=1C=C2C(N(C(C2=CC1)=O)C1C(NC(CC1)=O)=O)=O)=O N-(4-cyano-5,6,7,8-tetrahydronaphthalen-1-yl)-2-(4-((1-(2-(2,6-dioxopiperidin-3-yl)-1,3-dioxoisoindolin-5-yl)azetidin-3-yl)ethynyl)-1H-pyrazol-1-yl)-2-methylpropanamide